4-(6-bromopyridin-2-yl)-2-(methylthio)pyrimidine BrC1=CC=CC(=N1)C1=NC(=NC=C1)SC